4-(N-(3-(tert-butyl)-5-cyclopropylbenzyl)-2-(N-((5-fluoropyridin-2-yl)methyl)-(2,3,4,5,6-pentafluoro-phenyl)sulfonamido)acetamido)-3-methoxybenzoic acid C(C)(C)(C)C=1C=C(CN(C(CN(S(=O)(=O)C2=C(C(=C(C(=C2F)F)F)F)F)CC2=NC=C(C=C2)F)=O)C2=C(C=C(C(=O)O)C=C2)OC)C=C(C1)C1CC1